bis(aziridin-1-yl)phosphinic acid (R)-6-([1,1'-biphenyl]-3-yloxy)-5-nitro-2,3-dihydro-1H-inden-1-yl ester C1(=CC(=CC=C1)OC1=C(C=C2CC[C@H](C2=C1)OP(=O)(N1CC1)N1CC1)[N+](=O)[O-])C1=CC=CC=C1